cyclopentadienyl-lead C1(C=CC=C1)[Pb]